2-(p-methoxyphenyl)-2-butanol COC1=CC=C(C=C1)C(C)(CC)O